ClC(C1=NC(=NO1)C1=CC=C(CNC=2C=NC=CC2)C=C1)(F)F N-(4-{5-[chloro(difluoro)methyl]-1,2,4-oxadiazol-3-yl}benzyl)pyridin-3-amine